C(C=C)C=1C(=C(C=CC1C)S(=O)(=O)N1[C@@H](CCC1)C(=O)OCCCC)OC(C=C)CCCCN(C1CCC(CC1)(F)F)C(=O)OC(C)(C)C Butyl ((3-allyl-2-((7-((tert-butoxycarbonyl)(4,4-difluorocyclohexyl)amino)hept-1-en-3-yl)oxy)-4-methylphenyl)sulfonyl)-L-prolinate